fluoro-6-methylpyridin FC1=NC(=CC=C1)C